(S)-2-(4-(6-((1'-(difluoromethyl)-1'H-[1,4'-bipyrazol]-3-yl)methoxy)pyridin-2-yl)-2,5-difluorobenzyl)-1-(oxetan-2-ylmethyl)-1H-benzo[d]imidazole-6-carboxylic acid FC(N1N=CC(=C1)N1N=C(C=C1)COC1=CC=CC(=N1)C1=CC(=C(CC2=NC3=C(N2C[C@H]2OCC2)C=C(C=C3)C(=O)O)C=C1F)F)F